Ethyl 2-[(4-bromo-2,5-difluoro-phenyl)methyl]-7-fluoro-3-[(2R)-2-methoxypropyl]benzimidazole-5-carboxylate BrC1=CC(=C(C=C1F)CC=1N(C2=C(N1)C(=CC(=C2)C(=O)OCC)F)C[C@@H](C)OC)F